2-(4-((2-acetamidothiazol-5-yl)methyl)piperazin-1-yl)-N-(3-methoxyphenyl)acetamide C(C)(=O)NC=1SC(=CN1)CN1CCN(CC1)CC(=O)NC1=CC(=CC=C1)OC